ClCC1=CC=C(C=C1)C=1N(C=C(N1)C(F)(F)F)C(C)C 2-(4-(chloromethyl)phenyl)-1-isopropyl-4-(trifluoromethyl)-1H-Imidazole